[Cl-].C(CCCCC)[N+]1=CC=CC=C1 1-Hexylpyridinium chlorid